iodogold I[Au]